C1N(CC12CNC2)C2CCN(CC2)C2=CC(=C(C(=O)N(C)C)C=C2)Cl 4-(4-(2,6-diazaspiro[3.3]heptan-2-yl)piperidin-1-yl)-2-chloro-N,N-dimethylbenzamide